tert-butyl (2-benzyloctahydrocyclopenta[c]pyrrol-4-yl)carbamate C(C1=CC=CC=C1)N1CC2C(C1)C(CC2)NC(OC(C)(C)C)=O